FC=1C=C(C=C(C1OC)OC)C=1CCN(C1)C 4-(3-fluoro-4,5-dimethoxy-phenyl)-1-methyl-2,3-dihydropyrrole